BrC1=NC=CC2=C1C(NC2)=O 4-bromo-1,2-dihydropyrrolo[3,4-c]pyridin-3-one